3,6-bis(4-nitro-6-trifluoromethyl-2-pyridyloxy)benzonorbornene [N+](=O)([O-])C1=CC(=NC(=C1)C(F)(F)F)OC1C2C3=C(C1CC2)C=C(C=C3)OC3=NC(=CC(=C3)[N+](=O)[O-])C(F)(F)F